2-[(2,4-difluorophenyl)methoxycarbonylamino]-4-[2-methoxyethyl-[4-(5,6,7,8-tetrahydro-1,8-naphthyridin-2-yl)butyl]amino]butanoic acid FC1=C(C=CC(=C1)F)COC(=O)NC(C(=O)O)CCN(CCCCC1=NC=2NCCCC2C=C1)CCOC